NS(=O)(=O)C=1C=C(C(=O)OCC(=O)N(C)C)C=C(C1OC1=CC=CC=C1)NCCCC N,N-Dimethylaminocarbonylmethyl 3-Aminosulfonyl-5-butylamino-4-phenoxybenzoate